6-((4-(2-Aminothieno[2,3-d]pyrimidin-4-yl)-1H-1,2,3-triazol-1-yl)methyl)pyridine NC=1N=C(C2=C(N1)SC=C2)C=2N=NN(C2)CC2=CC=CC=N2